(E)-N-((1S,2S)-2-ethoxy-2,3-dihydro-1H-inden-1-yl)-3-(3-methyl-1H-indazol-6-yl)acrylamide C(C)O[C@@H]1[C@H](C2=CC=CC=C2C1)NC(\C=C\C1=CC=C2C(=NNC2=C1)C)=O